3-((6-methylpyrazin-2-yl)methoxy)isonicotinonitrile CC1=CN=CC(=N1)COC1=C(C#N)C=CN=C1